1,2,4-trihydroxyheptadec-16-yne OCC(CC(CCCCCCCCCCCC#C)O)O